(3R,4S,5S,6R)-3-(aminooxy)-6-(hydroxymethyl)tetrahydro-2H-pyran-2,4,5-triol NO[C@H]1C(O[C@@H]([C@H]([C@@H]1O)O)CO)O